methyl-2-(piperazin-1-yl)propenamide CC=C(C(=O)N)N1CCNCC1